N-[5-[4-[[(2R)-1-(2-methoxyethyl)azetidin-2-yl]methoxy]-2-methyl-pyrazol-3-yl]pyrazolo[1,5-a]pyridin-2-yl]cyclopropanecarboxamide COCCN1[C@H](CC1)COC1=C(N(N=C1)C)C1=CC=2N(C=C1)N=C(C2)NC(=O)C2CC2